C(C)(C)(C)OC(=O)N1N=C(C2=CC=CC=C12)NC 3-(methylamino)-1H-indazole-1-carboxylic acid tert-butyl ester